(2R,3S,4R,5R)-5-(4-amino-7H-pyrrolo[2,3-d]pyrimidin-7-yl)-2-methyl-2-((quinolin-7-yloxy)methyl)tetrahydrofuran-3,4-diol NC=1C2=C(N=CN1)N(C=C2)[C@H]2[C@@H]([C@@H]([C@](O2)(COC2=CC=C1C=CC=NC1=C2)C)O)O